Methyl 2-(1-methyl-4-(4-(trifluoromethoxy)phenyl)-1H-benzo[d]imidazole-6-carboxamido)acrylate CN1C=NC2=C1C=C(C=C2C2=CC=C(C=C2)OC(F)(F)F)C(=O)NC(C(=O)OC)=C